C(C)(C)(C)OC(=O)N1[C@@H]2[C@H](NC[C@H]1CC2)CO (1S,2S,5R)-2-(hydroxymethyl)-3,8-diazabicyclo[3.2.1]octane-8-carboxylic acid tert-butyl ester